phenyl-(3-(trimethoxysilyl)propyl)amine C1(=CC=CC=C1)NCCC[Si](OC)(OC)OC